F[B-](F)(F)F.C(CCCCCCC)N1C=[N+](C=C1)C 1-Octyl-3-methylimidazolium tetrafluoroborat